C(CCCCC(C)C)(=O)OC=1C(OC(CCCCC(C)C)=O)=CC(=CC1CC(C)C)CC=C 4-allyl-6-isobutylpyrocatechol di-isooctanoate